2,3,4,3',4'-pentahydroxybenzophenone OC1=C(C(=O)C2=CC(=C(C=C2)O)O)C=CC(=C1O)O